ClC=1C=NN(C1C1=NN2C(N(C(CC2)=O)C(C)C2=CC(=C(C=C2)C=2N(C=C(N2)C(F)(F)F)CC)F)=N1)C(C)C 2-(4-chloro-1-isopropyl-1H-pyrazol-5-yl)-4-(1-(4-(1-ethyl-4-(trifluoromethyl)-1H-imidazol-2-yl)-3-fluorophenyl)ethyl)-6,7-dihydro-[1,2,4]triazolo[1,5-a]pyrimidin-5(4H)-one